C(C)OC(C=CC1=CC=CC=C1)=O Ethylcinnamat